2,5-benzimidazole C1=NCC2=C1C=CN=C2